1-(4-(tert-butyl)phenyl)hexahydrothiopyrylium C(C)(C)(C)C1=CC=C(C=C1)S[O+]1CCCCC1